C1N(CC12CCNCC2)C2=NC=NC1=CC=CC=C21 4-(2,7-Diazaspiro[3.5]non-2-yl)quinazoline